CN(C(=O)NC=1C(N(C=C(C1)C(F)(F)F)C)=O)[C@@H]1CC[C@@H](CC1)C=1N=C2C(=NC1)NC=C2N2CCOCC2 cis-1-methyl-3-(1-methyl-2-oxo-5-(trifluoromethyl)-1,2-dihydropyridin-3-yl)-1-(4-(7-morpholinyl-5H-pyrrolo[2,3-b]pyrazin-2-yl)cyclohexyl)urea